(2S)-N-{bicyclo[1.1.1]pentan-1-yl}-2-[(5-{2-[(5-chloro-2-methylpyridin-3-yl)amino]propan-2-yl}thiophen-2-yl)formamido]-3-cyclopentylpropanamide C12(CC(C1)C2)NC([C@H](CC2CCCC2)NC(=O)C=2SC(=CC2)C(C)(C)NC=2C(=NC=C(C2)Cl)C)=O